2-(2,5-dimethyl-1H-pyrrol-1-yl)thiazolo[5,4-d]pyrimidine CC=1N(C(=CC1)C)C=1SC=2N=CN=CC2N1